7-chloro-3-phenyl-quinolin ClC1=CC=C2C=C(C=NC2=C1)C1=CC=CC=C1